[Si](C)(C)(C(C)(C)C)N(C=CCC)[Si](C)(C)C(C)(C)C N,N-bis(tert-butyldimethylsilyl)butenamine